C1(=CC(=CC=C1)[C@@H]1[C@@H](CNCC1)C)C1=CC=CC=C1 |r| (rac)-(cis)-4-([1,1'-biphenyl]-3-yl)-3-methylpiperidine